CC1(C2=CC=CC(=C2OC=2C(=CC=CC12)P)P)C (9,9-dimethyl-9H-xanthene-4,5-diyl)bis(phosphine)